C1(CCCC1)N1C=C(C2=CC(=CC=C12)C1=CC(=NO1)C(=O)O)C#N 5-(N-cyclopentyl-3-cyanoindol-5-yl)isoxazole-3-carboxylic acid